4-[4-bromo-3-hydroxy-8-(3-trifluoromethyl-phenyl)-quinolin-2-yl]-4-oxo-butyric acid ethyl ester C(C)OC(CCC(=O)C1=NC2=C(C=CC=C2C(=C1O)Br)C1=CC(=CC=C1)C(F)(F)F)=O